(2S)-2-amino-3,3-dicyclopropyl-N-[1-[1-methyl-2-[methyl-(2,2,2-trifluoroethyl)amino]-2-oxo-ethyl]pyrazol-3-yl]propanamide N[C@H](C(=O)NC1=NN(C=C1)C(C(=O)N(CC(F)(F)F)C)C)C(C1CC1)C1CC1